CN(C(C(=C)C1=CC=CC=C1)=O)C1=CC=CC=C1 N-methyl-2,N-diphenylprop-2-enamide